1,2-diphenyl-2-(1-propen-1-yloxy)-ethanone C1(=CC=CC=C1)C(C(OC=CC)C1=CC=CC=C1)=O